Dithienyl-thiazole S1C(=CC=C1)C=1N=C(SC1)C=1SC=CC1